ClC1=CC=C(C=C1)[C@@]1(N(C(C2=CC(=CC(=C12)F)C(CC)(C=1N=CN(C1)C)O)=O)CC1=CC=C(C=N1)C#N)O[C@H]1COCC1 6-{[(1R)-1-(4-chlorophenyl)-7-fluoro-5-[1-hydroxy-1-(1-methyl-1H-imidazol-4-yl)propyl]-3-oxo-1-[(3R)-oxolan-3-yloxy]-2,3-dihydro-1H-isoindol-2-yl]methyl}pyridine-3-carbonitrile